7-((1H-imidazol-1-yl)methyl)-2-(6-methoxy-2-methyl-8-(tetrahydro-2H-pyran-4-yl)quinolin-4-yl)-5-(1-methyl-3-(trifluoromethyl)-1H-pyrazol-4-yl)-3,4-dihydroisoquinolin-1(2H)-one N1(C=NC=C1)CC1=CC(=C2CCN(C(C2=C1)=O)C1=CC(=NC2=C(C=C(C=C12)OC)C1CCOCC1)C)C=1C(=NN(C1)C)C(F)(F)F